C(C1=CC=CC=C1)C1=NN(C(=C1C1CC1)NC(C[C@H]1C(C(C1)(F)F)(F)F)=O)C (R)-N-(3-benzyl-4-cyclopropyl-1-methyl-1H-pyrazol-5-yl)-2-(2,2,3,3-tetrafluorocyclobutyl)acetamide